3,4-di-O-galloylquinic acid C1[C@H]([C@H]([C@@H](C[C@@]1(C(=O)O)O)OC(=O)C2=CC(=C(C(=C2)O)O)O)OC(=O)C3=CC(=C(C(=C3)O)O)O)O